1-(4-iodophenyl)-2-morpholinoethane-1,2-dione IC1=CC=C(C=C1)C(C(=O)N1CCOCC1)=O